N1=C(C=CC=C1)C1(C(C(=CC(=C1)C)C)B(C1C(=CC(=CC1(C)C1=NC=CC=C1)C)C)C1C(=CC(=CC1(C)C1=NC=CC=C1)C)C)C tris[3-(pyridyl)mesityl]borane